C1=CC=CC=2C3=CC=CC=C3C(C12)COC(=O)N[C@H](C(=O)OCC1=CC=CC=C1)[C@H](C)I benzyl (2R,3S)-2-((((9H-fluoren-9-yl)methoxy)carbonyl)amino)-3-iodobutanoate